(2R)-2-(6-{5-chloro-2-[(oxan-4-yl)amino]pyridin-4-yl}-1-oxo-2,3-dihydro-1H-isoindol-2-yl)-N-[(1S)-2-hydroxy-1-(3-methoxyphenyl)ethyl]propanamide ClC=1C(=CC(=NC1)NC1CCOCC1)C1=CC=C2CN(C(C2=C1)=O)[C@@H](C(=O)N[C@H](CO)C1=CC(=CC=C1)OC)C